Benzyl (2R)-4-(4-Amino-5-((1-cyclopropyl-6-fluoro-1H-benzo[d]imidazol-5-yl)ethynyl)imidazo[5,1-f][1,2,4]triazin-7-yl)-2-(methoxymethyl)pyrrolidine-1-carboxylate NC1=NC=NN2C1=C(N=C2C2C[C@@H](N(C2)C(=O)OCC2=CC=CC=C2)COC)C#CC2=CC1=C(N(C=N1)C1CC1)C=C2F